N1-(4,6-difluoro-1,3-benzothiazol-2-yl)-N3,N3-dimethylpiperidine-1,3-dicarboxamide FC1=CC(=CC2=C1N=C(S2)NC(=O)N2CC(CCC2)C(=O)N(C)C)F